CN1N=CC=2C1=NC(=CC2N2C[C@H]([C@@H](CC2)C2=C(C=C(C=N2)N2CC1(C2)OCCNC1)C)C)C 2-[6-[(3S,4R)-1-(1,6-dimethylpyrazolo[3,4-b]pyridin-4-yl)-3-methyl-4-piperidyl]-5-methyl-3-pyridyl]-5-oxa-2,8-diazaspiro[3.5]nonane